(2-fluoro-4-methyl-phenyl)-4-[4-[(3S)-1-(3-fluoropropyl)pyrrolidin-3-yl]oxyphenyl]-1-oxo-2H-thiochromen-7-ol FC1=C(C=CC(=C1)C)C1S(C2=CC(=CC=C2C(=C1)C1=CC=C(C=C1)O[C@@H]1CN(CC1)CCCF)O)=O